(S)-2-(1-acryloylpiperidin-2-yl)-1-amino-4-(4-((5-methylpyridin-2-yl)carbamoyl)phenyl)-1H-imidazole-5-carboxamide C(C=C)(=O)N1[C@@H](CCCC1)C=1N(C(=C(N1)C1=CC=C(C=C1)C(NC1=NC=C(C=C1)C)=O)C(=O)N)N